C[Si](C)(C)OC(CC[C@@H](C)[C@H]1CC[C@H]2[C@@H]3CCC4CCCC[C@]4(C)[C@H]3CC[C@]12C)=O cholanic acid trimethylsilyl ester